N'-hydroxy-5-methylthiophene-2-carboximidamide ON=C(N)C=1SC(=CC1)C